N,N,N',N'-tetraisopropyl-1-(3-fluorobenzyl)oxyphosphanediamine C(C)(C)N(P(N(C(C)C)C(C)C)OCC1=CC(=CC=C1)F)C(C)C